(E)-7-ethoxy-6-methoxy-1-(2-(5-methoxy-1H-indol-3-yl)vinyl)-3,4-dihydroisoquinolin-2(1H)-formaldehyde C(C)OC1=C(C=C2CCN(C(C2=C1)\C=C\C1=CNC2=CC=C(C=C12)OC)C=O)OC